11-(1-hydroxyethyl)-9-methyl-4b,5,6,14-tetrahydro-7H-chromeno[3',2':5,6]pyrido[2,1-a]isoindol-7-one OC(C)C=1C=C(C=C2C(C=3CCC4N(CC5=CC=CC=C45)C3OC12)=O)C